FC1=C(C(=O)N([C@H]2CN(CCC2)C(=O)OCCCC)C2=NC=CC3=C2C=C(S3)C3=CC=C(C=C3)NC(NC)=S)C=CC(=C1)C=1N=NN(C1)C butyl (3R)-3-[[2-fluoro-4-(1-methyltriazol-4-yl) benzoyl]-[2-[4-(methylcarbamothioylamino)phenyl]thieno[3,2-c]pyridin-4-yl]amino]piperidine-1-carboxylate